5-bromo-1,3-benzothiazol-7-ol BrC=1C=C(C2=C(N=CS2)C1)O